BrC=1C=C(C(=NC1)NC(=O)NC1=CC(=NO1)C1(CC1)C(F)(F)F)F 1-(5-bromo-3-fluoropyridin-2-yl)-3-(3-(1-(trifluoromethyl)cyclopropyl)isoxazol-5-yl)urea